tert-butyl (S)-2-((N-(((3aR,4R,6R,6aR)-6-(6-amino-9H-purin-9-yl)-2,2-dimethyltetrahydrofuro[3,4-d][1,3]dioxol-4-yl)methyl)sulfamoyl)carbamoyl)pyrrolidine-1-carboxylate NC1=C2N=CN(C2=NC=N1)[C@@H]1O[C@@H]([C@@H]2[C@H]1OC(O2)(C)C)CNS(=O)(=O)NC(=O)[C@H]2N(CCC2)C(=O)OC(C)(C)C